1-(5-(trifluoromethyl)pyridin-2-yl)ethan-1-one oxime FC(C=1C=CC(=NC1)C(C)=NO)(F)F